C(#N)C1=C2C=C(NC2=CC(=C1)F)C(=O)N(C)[C@@H]1C=2C3=C(C(NC2CN(C1)C(=O)OC(C)(C)C)=O)C=C(C(=C3)F)F |r| Racemic-tert-butyl 1-(4-cyano-6-fluoro-N-methyl-1H-indole-2-carboxamido)-8,9-difluoro-6-oxo-1,4,5,6-tetrahydrobenzo[c][1,7]naphthyridine-3(2H)-carboxylate